NC1=C(C=C(C=N1)NC(C(=O)N1[C@H](CC[C@@H](C1)C)C1=CC=2NN=CC2S1)=O)C N-(6-Amino-5-methyl-3-pyridyl)-2-[(2R,5S)-5-methyl-2-(1H-thieno[3,2-c]pyrazol-5-yl)-1-piperidyl]-2-oxo-acetamide